FC(=CCl)Cl monofluoro-dichloroethylene